tert-butyl (R)-3-(((S)-1-aminopropan-2-yl)(methyl)carbamoyl)hex-5-enoate NC[C@H](C)N(C(=O)[C@@H](CC(=O)OC(C)(C)C)CC=C)C